N=1N=CN2C=NC(=CC21)OC2=C(C=C(C=C2)NC2=NC=NC1=CC=C(C=C21)OC(=O)N2CC1(C2)N=COC1)C (4-((4-([1,2,4]triazolo[4,3-c]pyrimidin-7-yloxy)-3-methylphenyl) amino) quinazolin-6-yl)-7-oxa-2,5-diazaspiro[3.4]oct-5-ene-2-carboxylate